C1C2=CC=CC=C2C3=C1C=C(C=C3)N4C(=O)C5=C(C=CC(=C5)Cl)C6=C(C4=O)C=C(C=C6)Cl 2,6-dichloropyridine-N-oxide